racemic-rac-6-(1-isopropyl-1H-pyrazol-3-yl)-N-((1r,3s)-3-methoxycyclopentyl)-5-phenyl-2-(pyridin-2-yl)pyrrolo[2,1-f][1,2,4]triazin-4-amine C(C)(C)N1N=C(C=C1)C=1C(=C2C(=NC(=NN2C1)C1=NC=CC=C1)N[C@H]1C[C@H](CC1)OC)C1=CC=CC=C1 |r|